Methyl 1-cyclopropyl-7-(1-((2,4-diaminopyrimidin-5-yl)methyl)indolin-5-yl)-6,8-difluoro-4-oxo-1,4-dihydroquinoline-3-carboxylate C1(CC1)N1C=C(C(C2=CC(=C(C(=C12)F)C=1C=C2CCN(C2=CC1)CC=1C(=NC(=NC1)N)N)F)=O)C(=O)OC